C1(CC1)NC1=NC(C(=C2N1C=CC(=C2)C(F)(F)F)C2=C(C(=CC=C2)OC)F)=O 1-(cyclopropylamino)-4-(2-fluoro-3-methoxyphenyl)-6-(trifluoromethyl)-3H-pyrido[1,2-c]Pyrimidine-3-one